C1(CCC2=CC=CC=C12)N1C2=NC(=NC=C2NC1=O)C1=CC(=CC=C1)O 9-(2,3-Dihydro-1H-inden-1-yl)-2-(3-hydroxyphenyl)-8-oxo-8,9-dihydro-7H-purine